[Al].[Ta].[Ir] iridium tantalum-aluminum